CC(C)CC(CC(C)C)=O 2,6-DIMETHYL-4-HEPTANONE